C1(C(CC(CC1)C(=O)O)C(=O)O)C(=O)O trans-1,2,4-cyclohexanetricarboxylic acid